Sorbitol Tetraisostearate C(CCCCCCCCCCCCCCC(C)C)(=O)O.C(CCCCCCCCCCCCCCC(C)C)(=O)O.C(CCCCCCCCCCCCCCC(C)C)(=O)O.C(CCCCCCCCCCCCCCC(C)C)(=O)O.OC[C@H](O)[C@@H](O)[C@H](O)[C@H](O)CO